NCCCCCCNCCC[Si](OCC)(OCC)OCC 3-(6-aminohexylamino)propyltriethoxysilane